7-chlorobenzofuran ClC1=CC=CC=2C=COC21